1-cyclopentyl-2-propyn C1(CCCC1)CC#C